BrC=1N=C(N(N1)C1=CC=C(C=C1)OC(C(F)(F)F)(F)F)NC 5-bromo-N-methyl-2-[4-(1,1,2,2,2-pentafluoroethoxy)phenyl]-1,2,4-triazol-3-amine